Cl.N[C@H](C(=O)OCC)CCC(=O)OCC diethyl (2S)-2-aminopentanedioate-HCl